tert-butyl 2-((3-amino-2-oxopyridin-1(2H)-yl)methyl)-5-fluoro-1H-indole-1-carboxylate NC=1C(N(C=CC1)CC=1N(C2=CC=C(C=C2C1)F)C(=O)OC(C)(C)C)=O